C(C)(C)(C)OC(=O)N1[C@@H]2C(C[C@H]1CC2)=O (1S,4R)-2-oxo-7-azabicyclo[2.2.1]heptane-7-carboxylic acid tert-butyl ester